2-(2,6-Dioxopiperidin-3-yl)-4-(methyl((1-(2-(pyridin-2-yl)propyl)-1H-1,2,3-triazol-4-yl)methyl)amino)isoindoline-1,3-dione prop-2-enyl-1,1,3-trioxo-1,2-benzothiazole-2-carboxylate C(C=C)OC(=O)N1S(C2=C(C1=O)C=CC=C2)(=O)=O.O=C2NC(CCC2N2C(C1=CC=CC(=C1C2=O)N(CC=2N=NN(C2)CC(C)C2=NC=CC=C2)C)=O)=O